C(CCC)N1C(C2=CN=CC=C2C(=C1)C1=CC(=C(C(=C1)OC)OCC1CCN(CC1)CC1CCNCC1)OC)=O 2-butyl-4-(3,5-dimethoxy-4-((1-(piperidin-4-ylmethyl)piperidin-4-yl)methoxy)phenyl)-2,7-naphthyridin-1(2H)-one